9-isobutyl-N-(5-morpholinopyridin-2-yl)isoxazolo[5,4-H]quinazolin-2-amine C(C(C)C)C1=NOC2=CC=C3C=NC(=NC3=C21)NC2=NC=C(C=C2)N2CCOCC2